dicarboxybenzene sodium salt [Na+].C(=O)([O-])C1=C(C=CC=C1)C(=O)[O-].[Na+]